[3-[2-(tert-butoxycarbonyl-methyl-amino)-ethyl]-5-(2,3-dichloro-phenyl)-2,4-dioxo-3,4-dihydro-2H-pyrimidin-1-yl]-acetic acid C(C)(C)(C)OC(=O)N(CCN1C(N(C=C(C1=O)C1=C(C(=CC=C1)Cl)Cl)CC(=O)O)=O)C